(dimethyl 5-((6-amino-2-(2-hydroxyethoxy)-8-methoxy-9H-purin-9-yl)methyl)-2-fluorobenzyl)phosphonate CC(C1=C(C=CC(=C1)CN1C2=NC(=NC(=C2N=C1OC)N)OCCO)F)(C)P([O-])([O-])=O